2'-((6-cyclopropyl-7H-pyrrolo[2,3-d]pyrimidin-4-yl)amino)spiro[cyclohexane-1,4'-thieno[2,3-c]pyrrol]-6'(5'H)-one C1(CC1)C1=CC2=C(N=CN=C2NC2=CC3=C(C(NC34CCCCC4)=O)S2)N1